1-[(cis)-3-hydroxy-3-methylcyclobutyl]-6-(4,4,5,5-tetramethyl-1,3,2-dioxaborolan-2-yl)-8-(trifluoromethyl)-1,2,3,4-tetrahydroquinolin-2-one OC1(CC(C1)N1C(CCC2=CC(=CC(=C12)C(F)(F)F)B1OC(C(O1)(C)C)(C)C)=O)C